3-chlorobenzyl ((S)-3-cyclohexyl-1-(((S)-5-(methyl(phenethyl)amino)-1,5-dioxopentan-2-yl)amino)-1-oxopropan-2-yl)carbamate C1(CCCCC1)C[C@@H](C(=O)N[C@H](C=O)CCC(=O)N(CCC1=CC=CC=C1)C)NC(OCC1=CC(=CC=C1)Cl)=O